Cl.CC1(CC1)N 1-methyl-cyclopropan-1-amine hydrochloride